C(N)(O[C@@H]1CC[C@H](CC1)C(N(C[C@@H]1CC[C@H](CC1)C1=CC(=C(C=C1)OC)C)C1=CC(=CC=C1)C=1C=NN(C1)C1CC1)=O)=O trans-4-((3-(1-Cyclopropyl-1H-pyrazol-4-yl)phenyl)((trans-4-(4-methoxy-3-methylphenyl)cyclohexyl)methyl)carbamoyl)cyclohexyl carbamate